N-[(1R)-1-[3-amino-5-(trifluoromethyl)phenyl]ethyl]-6-oxo-1-(2-pyridyl)pyridazine-3-carboxamid NC=1C=C(C=C(C1)C(F)(F)F)[C@@H](C)NC(=O)C1=NN(C(C=C1)=O)C1=NC=CC=C1